3-{trans-4-[(7-methoxy-4-quinazolinyl)oxy]cyclohexyl}-1-[5-(trifluoromethyl)-3-pyridinyl]-2,4-imidazolidinedione COC1=CC=C2C(=NC=NC2=C1)O[C@@H]1CC[C@H](CC1)N1C(N(CC1=O)C=1C=NC=C(C1)C(F)(F)F)=O